α-chlorocaprolactam ClC1C(=O)NCCCC1